(3-(4-methyl-1-piperazinyl) propyl) carbamate C(N)(OCCCN1CCN(CC1)C)=O